(5S)-3-((2-((S)-amino(4,4-difluorocyclohexyl)methyl)-7-chloroimidazo[1,2-b]pyridazin-6-yl)methyl)-5-(trifluoromethyl)piperidin-2-one N[C@H](C=1N=C2N(N=C(C(=C2)Cl)CC2C(NC[C@H](C2)C(F)(F)F)=O)C1)C1CCC(CC1)(F)F